pyrazolo[3,4-d]pyrimidine-4,6-diamine-7-d N=1N=CC=2C1N(C(=NC2N)N)[2H]